FC(OC1=NN(C(=C1)C)C1=NC(=CC=C1C(C)O)N1C=NC2=C1C=C(C(=C2)CC2COC2)NC=2N=NC(=CC2)C)F 1-[2-[3-(difluoromethoxy)-5-methyl-pyrazol-1-yl]-6-[6-[(6-methylpyridazin-3-yl)amino]-5-(oxetan-3-ylmethyl)benzoimidazol-1-yl]-3-pyridinyl]ethanol